O(C)COC=1C=C(C=O)C=CC1OCOC 3,4-bis(methoxyl-methoxy)benzaldehyde